ClC1=C(C=CC=C1)S(=O)(=O)NC1=NC=C(C(=N1)OC)C=1C=C2C=NC(=NC2=C(C1)CC)F 2-chloro-N-(5-(8-ethyl-2-fluoroquinazolin-6-yl)-4-methoxypyrimidin-2-yl)benzenesulfonamide